2-(piperazin-2-yl)acetonitrile 2HCl Cl.Cl.N1C(CNCC1)CC#N